N~2~-[cis-1-(ethylcarbamoyl)-2-({[cis-4-(2-fluorophenyl)cyclohexyl]oxy}methyl)piperidin-3-yl]-N~1~,N~1~-dimethylethanediamide C(C)NC(=O)N1[C@H]([C@H](CCC1)NC(C(=O)N(C)C)=O)CO[C@@H]1CC[C@@H](CC1)C1=C(C=CC=C1)F